ClC1=CC=C(C=C1)C1=CC=CC(=N1)C(=O)N/N=C/C1=CC(=CC(=C1)OC)OC (E)-6-(4-chlorophenyl)-N'-(3,5-dimethoxybenzylidene)pyridineformylhydrazine